tert-butyl 4-[7-fluoro-6-(8-fluoro-2-methyl-imidazo[1,2-a]pyridin-6-yl)-1-oxo-2-isoquinolyl]piperidine-1-carboxylate FC1=C(C=C2C=CN(C(C2=C1)=O)C1CCN(CC1)C(=O)OC(C)(C)C)C=1C=C(C=2N(C1)C=C(N2)C)F